NC=1C=2N(C3=C(N1)C=NC(=C3)C(=O)N(C3COC1=C3C=CC(=C1)C(F)(F)F)C1CC1)C=NC2 4-amino-N-cyclopropyl-N-(6-(trifluoromethyl)-2,3-dihydrobenzofuran-3-yl)imidazo[1,5-a]pyrido[3,4-e]pyrazine-8-carboxamide